C(C)C(C(=O)[O-])CCCC.C(C)C(C(=O)[O-])CCCC.C(C)C(C(=O)[O-])CCCC.[Ce+3] cerium tris(2-ethyl hexanoate)